C(C=C)(=O)NCCC[N+](CC(=O)[O-])(C)C 2-((3-acrylamidopropyl)dimethylammonio)acetate